methyl 6-(4-(1-(4-chloro-3-fluorophenyl)-3,3-dimethyl-2,3-dihydro-1H-pyrrolo[3,2-b]pyridine-5-carbonyl)-3,3-dimethylpiperazin-1-yl)-3-methylpicolinate ClC1=C(C=C(C=C1)N1CC(C2=NC(=CC=C21)C(=O)N2C(CN(CC2)C2=CC=C(C(=N2)C(=O)OC)C)(C)C)(C)C)F